CC=1N=C(C2=C(C=CC=C2C1)C)Cl methyl-1-chloro-8-methylisoquinoline